OC=1C=C2[C@H](C3(CCNCC3)CC2=CC1)N[S@](=O)C(C)(C)C (R)-N-((S)-5-hydroxy-1,3-dihydrospiro[indene-2,4'-piperidin]-3-yl)-2-methylpropane-2-sulfinamide